1-[4-(2-chloro-4,5-difluorophenyl)piperazin-1-yl]-2-{3-[(2R,6S)-2,6-dimethylmorpholine-4-carbonyl]-5,6-dihydrocyclopenta[c]pyrazol-1(4H)-yl}ethan-1-one ClC1=C(C=C(C(=C1)F)F)N1CCN(CC1)C(CN1N=C(C2=C1CCC2)C(=O)N2C[C@H](O[C@H](C2)C)C)=O